ClC1=CC=C(C=C1)NC(CC1CC(C1)C1=CC=CC=C1)=O N-(4-Chlorophenyl)-2-(3-phenylcyclobutyl)acetamide